ClC1=C(C=CC=C1)N1C(NC(CC1)=O)=O 1-(2-chlorophenyl)dihydropyrimidine-2,4(1H,3H)-dione